O=C1NC(CCC1C1=C(C=C(C=C1F)N1CC(C1)NC(OC1CN(C1)C(N(C)C1CC1)=O)=S)F)=O O-(1-(cyclopropyl(methyl)carbamoyl)azetidin-3-yl) (1-(4-(2,6-dioxopiperidin-3-yl)-3,5-difluorophenyl)azetidin-3-yl)carbamothioate